ClC1=C(C=C2C=C(N(C2=C1F)C)C(=O)NNC(C(=O)OCC)=N)OC ethyl 2-(2-(6-chloro-7-fluoro-5-methoxy-1-methyl-1H-indole-2-carbonyl) hydrazino)-2-iminoacetate